C1(CC1)OC1=CC=CC(=N1)CC=1N(C=2C(=C3CC[C@@H](N(C3=CC2)C(=O)OC)C)N1)C1CCCCC1 (1R,3R)-3-((S)-2-((6-Cyclopropoxypyridin-2-yl)methyl)-6-(methoxycarbonyl)-7-methyl-6,7,8,9-tetrahydro-3H-imidazo[4,5-f]chinolin-3-yl)cyclohexan